FC=1C(=NC=C(C1)F)C1=NN2C(OCCC2)=C1C1=C2C(=NC=C1)NN=C2 2-(3,5-difluoro-2-pyridinyl)-3-(1H-pyrazolo[3,4-b]pyridin-4-yl)-6,7-dihydro-5H-pyrazolo[5,1-b][1,3]oxazine